(3aR,11aS)-6-chloro-8,9-difluoro-10-methyl-1-(6-methyl-4-(trifluoromethyl)pyridin-2-yl)-1,3a,4,5,10,11a-hexahydro-2H-benzo[b]pyrrolo[2,3-f][1,4]diazocine-2,11(3H)-dione ClC1=CC(=C(C2=C1NC[C@@H]1[C@@H](C(N2C)=O)N(C(C1)=O)C1=NC(=CC(=C1)C(F)(F)F)C)F)F